2-Amino-7-fluoro-4-((S)-2-fluoro-10-(2-fluoroacryloyl)-14-oxo-8,8a,9,10,11,12-hexahydro-7H,14H-pyrazino[1',2':5,6][1,5]diazocino[3,2,1-hi]indazol-3-yl)benzo[b]thiophene-3-carbonitrile NC1=C(C2=C(S1)C(=CC=C2C2=C1C=NN3C1=C(C=C2F)C(N2[C@@H](CC3)CN(CC2)C(C(=C)F)=O)=O)F)C#N